ClC=1N=C2N(C(C1C=O)=O)C=C(C=C2)C 2-CHLORO-7-METHYL-4-OXO-4H-PYRIDO[1,2-A]PYRIMIDINE-3-CARBALDEHYDE